(2R,4S)-N-((S)-1-((4-carbamimidoylbenzyl)amino)-1-oxopropan-2-yl)-4-(4-morpholinophenyl)piperidine-2-carboxamide dihydrochloride Cl.Cl.C(N)(=N)C1=CC=C(CNC([C@H](C)NC(=O)[C@@H]2NCC[C@@H](C2)C2=CC=C(C=C2)N2CCOCC2)=O)C=C1